2-(7-((1r,3r)-3-hydroxy-3-(trifluoromethyl)cyclobutyl)-6,7-dihydro-5H-pyrrolo[2,3-c]pyridazin-3-yl)-3-methyl-5-(trifluoromethyl)phenol OC1(CC(C1)N1CCC2=C1N=NC(=C2)C2=C(C=C(C=C2C)C(F)(F)F)O)C(F)(F)F